2-(4-amino-1-(4-((tert-butoxycarbonyl)amino)butyl)-1H-pyrazolo[3,4-d]pyrimidin-3-yl)-7-hydroxy-1H-indole-1-carboxylate NC1=C2C(=NC=N1)N(N=C2C=2N(C1=C(C=CC=C1C2)O)C(=O)[O-])CCCCNC(=O)OC(C)(C)C